5-(4-(Dimethylcarbamoyl)phenyl)-1-(2-hydroxyethyl)-N-(4-(methylcarbamoyl)benzyl)-1H-indazole-3-carboxamide hydrochloride Cl.CN(C(=O)C1=CC=C(C=C1)C=1C=C2C(=NN(C2=CC1)CCO)C(=O)NCC1=CC=C(C=C1)C(NC)=O)C